BrC(C(=O)OCC)C1=CC=C(C=C1)F ethyl 2-bromo-2-(4-fluorophenyl)acetate